N1=C(N=CC=C1)N1N=C(C=C1)N 1-(pyrimidin-2-yl)-1H-pyrazol-3-amine